cis-3-(methoxycarbonyl)cyclopentane-1-carboxylic acid COC(=O)[C@H]1C[C@H](CC1)C(=O)O